C1(=CC=CC=C1)NC(NC=1C=C(C=CC1)OS(=O)(=O)C1=CC=C(C=C1)C)=O [3-(3-phenylureido) phenyl]-4-methylbenzenesulfonate